C1(CC1)N1C=C(C2=CC=CC=C12)C1=NC(=NC=C1)NC1=C(C=C(C(=C1)[N+](=O)[O-])F)OC 4-(1-Cyclopropyl-1H-indol-3-yl)-2-((4-fluoro-2-methoxy-5-nitrophenyl)amino)pyrimidine